(2S)-5,5-dimethyl-2-{[(2-oxo-1,2,3,4-tetrahydroquinolin-6-yl)methyl]amino}hexanoic acid CC(CC[C@@H](C(=O)O)NCC=1C=C2CCC(NC2=CC1)=O)(C)C